(E)-7-(4-(3-(dimethylamino)acryloyl)-2-methoxy-5-nitrophenyl)heptanoic acid ethyl ester C(C)OC(CCCCCCC1=C(C=C(C(=C1)[N+](=O)[O-])C(\C=C\N(C)C)=O)OC)=O